O1[C@@H](C1)C(=O)OC (S)-methyl oxirane-2-carboxylate